(S)-1-((2',6-bis(difluoromethyl)-[2,4'-bipyridin]-5-yl)oxy)-3-cyclopropyl-2-methylpropan-2-amine FC(C1=NC=CC(=C1)C1=NC(=C(C=C1)OC[C@](CC1CC1)(N)C)C(F)F)F